decyl-(4-methylphenyl)silane C(CCCCCCCCC)[SiH2]C1=CC=C(C=C1)C